CN1C2=CC=CC=C2C=C3C1=C4C=CC=CC4=N3 The molecule is an organic heterotetracyclic compound that is 5H-indolo[3,2-b]quinoline in which the hydrogen at position N-5 is replaced by a methyl group. It has a role as an antimalarial, an antineoplastic agent, a plant metabolite, an anti-inflammatory agent and a cysteine protease inhibitor. It is an organic heterotetracyclic compound, an organonitrogen heterocyclic compound and an indole alkaloid.